nicotinic acid, potassium salt [K+].C(C1=CN=CC=C1)(=O)[O-]